C(#C)C1=C(C=C(C=C1)C1=C(C(=CC=C1)C#N)N1CCC(CC1)C1=NN=CN1C)C=O 4'-ethynyl-3'-formyl-2-(4-(4-methyl-4H-1,2,4-triazol-3-yl)piperidin-1-yl)-[1,1'-biphenyl]-3-carbonitrile